(2R)-1-{2-[1-(2,2-difluoroethyl)-3,5-dimethylpyrazol-4-ylsulfonyl]-4H,6H-pyrrolo[3,4-c]pyrazol-5-yl}-3-hydroxy-2-phenylpropan-1-one FC(CN1N=C(C(=C1C)S(=O)(=O)N1N=C2C(=C1)CN(C2)C([C@@H](CO)C2=CC=CC=C2)=O)C)F